C[Si](CCOCN1C=NC2=C1CNC2)(C)C 1-((2-(trimethylsilyl)ethoxy)methyl)-4,6-dihydropyrrolo[3,4-d]imidazole